COC=1C=C2C(=C3C(=NC2=CC1)CCCCC3)NC3CCNCC3 N-{2-methoxy-6H,7H,8H,9H,10H-cyclohepta[b]quinolin-11-yl}piperidin-4-amine